[SiH2]=[Hf](C1C=CC2=C(C=3CCCC3C(=C12)C)C)C1C=CC2=C(C=3CCCC3C(=C12)C)C silylene-bis(4,8-dimethyl-1,5,6,7-tetrahydro-s-indacen-1-yl)hafnium